(S)-3-(4,4-difluorocyclohexyl)-3-(4-(4,4,5,5-tetramethyl-1,3,2-dioxaborolan-2-yl)phenyl)-7-(trifluoromethyl)indolin-2-one FC1(CCC(CC1)[C@]1(C(NC2=C(C=CC=C12)C(F)(F)F)=O)C1=CC=C(C=C1)B1OC(C(O1)(C)C)(C)C)F